4-(((6-(Ethylamino)-1-methyl-1H-pyrazolo[3,4-d]pyrimidin-4-yl)amino)methyl)-3-fluorobenzenesulfonamide C(C)NC1=NC(=C2C(=N1)N(N=C2)C)NCC2=C(C=C(C=C2)S(=O)(=O)N)F